ClC=1C(=C(C=C(C1)Cl)NC(=O)NC1=CC(=CC=C1)OC(F)(F)F)CCO 1-[3,5-dichloro-2-(2-hydroxyethyl)phenyl]-3-(3-trifluoromethoxyphenyl)urea